methyl 5-fluoroquinoline-3-carboxylate FC1=C2C=C(C=NC2=CC=C1)C(=O)OC